5-(1H-pyrazol-3-yl)-1-((2-(trimethylsilyl)ethoxy)methyl)-1H-pyrazolo[3,4-b]pyridine N1N=C(C=C1)C=1C=C2C(=NC1)N(N=C2)COCC[Si](C)(C)C